BrC=1C=C(C(=O)N2CCC(CC2)N2CCCC2)C=CC1C(=O)N1CCC(CC1)N1CCCC1 1-[3-bromo-4-[4-(pyrrolidin-1-yl)piperidine-1-carbonyl]benzoyl]-4-(pyrrolidin-1-yl)piperidine